BrC=1C=C2C(=C(C(NC2=NC1)=O)C(=O)NC1CCC(CC1)C)C 6-bromo-4-methyl-N-(4-methylcyclohexyl)-2-oxo-1,2-dihydro-1,8-naphthyridine-3-carboxamide